6-(5-Methyl-1,2,4-oxadiazol-3-yl)(pyridin-2-yl)-4-[1-(propan-2-yl)piperidin-4-yl]-1,4-diazepane CC1=NC(=NO1)C1CN(CCN(C1)C1=NC=CC=C1)C1CCN(CC1)C(C)C